3-[(2-chloro-6-fluorophenyl)methyl]-4-[(4-fluorophenyl)methyl]-4,5-dihydro-1,2,4-oxadiazol-5-one ClC1=C(C(=CC=C1)F)CC1=NOC(N1CC1=CC=C(C=C1)F)=O